C(=O)(O)OC(=O)[O-].[Na+].[Na+].[Na+].C(=O)(O)OC(=O)[O-].C(=O)(O)OC(=O)[O-] trisodium hydrogendicarbonate